2-morpholinylbenzene N1(CCOCC1)C1=CC=CC=C1